C1(=C(C=CC=C1)C1=NC(=NC(=N1)C1=CC=CC=C1)C1=CC=C(C=C1)B1OC(C(O1)(C)C)(C)C)C1=CC=CC=C1 2-([1,1'-biphenyl]-2-yl)-4-phenyl-6-(4-(4,4,5,5-tetramethyl-1,3,2-dioxaborolan-2-yl)phenyl)-1,3,5-triazine